3,6-dichloro-1-(3-((5-cyclopropyl-1-(2-methylpyridin-3-yl)-4-nitro-1H-pyrazol-3-yl)oxy)-2-fluoropropyl)-1H-pyrazolo[3,4-d]pyrimidine ClC1=NN(C2=NC(=NC=C21)Cl)CC(COC2=NN(C(=C2[N+](=O)[O-])C2CC2)C=2C(=NC=CC2)C)F